C(=O)(C=C)OCCC[Si](OCCCC)(OCCCC)OCCCC 3-Acryl-oxypropyltris(butoxy)silan